tertbutyloxycarbonyl carbamate C(N)(OC(=O)OC(C)(C)C)=O